C(C)OCC=1N(C2=C(C=[N+](C=3C=CC=C(C23)OC)[O-])N1)CC(C)C 2-(ethoxymethyl)-1-isobutyl-9-methoxy-5-oxido-imidazo[4,5-c]quinolin-5-ium